2-[2-(tert-butoxycarbonylamino)ethoxy]ethyl (4-fluorocarbonylphenyl) carbonate C(OCCOCCNC(=O)OC(C)(C)C)(OC1=CC=C(C=C1)C(=O)F)=O